tert-butyl (S)-(4,4,4-trifluoro-1-hydroxybutan-2-yl)carbamate FC(C[C@@H](CO)NC(OC(C)(C)C)=O)(F)F